4,8,11,14-eicosatetraenoic acid C(CCC=CCCC=CCC=CCC=CCCCCC)(=O)O